5-(3-(1-(5-(aminomethyl)-2-methylbenzamido)ethyl)-5-(1-methyl-1H-pyrazol-4-yl)phenyl)-N-methylthiophene-2-carboxamide NCC=1C=CC(=C(C(=O)NC(C)C=2C=C(C=C(C2)C=2C=NN(C2)C)C2=CC=C(S2)C(=O)NC)C1)C